C1(=CC=CC=C1)C1(C(=P(CC1)=O)C(C1=C(C=C(C=C1C)C)C)=O)C1=CC=CC=C1 Diphenyl-(2,4,6-Trimethylbenzoyl)Phospholine Oxide